C(CCC)[Sn](N1SCC=C1)(CCC)CCCC 2-(dibutyl-(propyl)stannyl)thiazoleN